1-(2-methylbenzyl)naphthalene-1,8-diamine CC1=C(CC2(CC=CC3=CC=CC(=C23)N)N)C=CC=C1